C(C(C)C)(=O)OCN1C=NN2C(C1=N)=CC=C2[C@@H]2O[C@]([C@H]1OC(O[C@H]12)(C)C)(C#N)CO[Si](C)(C)C(C)(C)C (7-((3aS,4S,6R,6aS)-6-(((tert-butyldimethylsilyl)oxy)methyl)-6-cyano-2,2-dimethyltetrahydrofuro[3,4-d][1,3]dioxol-4-yl)-4-iminopyrrolo[2,1-f][1,2,4]triazin-3(4H)-yl)methyl isobutyrate